trimethylolpropane isononanoate C(CCCCCC(C)C)(=O)O.C(O)C(CC)(CO)CO